2,4-dimethyl-1,5-pentanediol dineopentanoate C(C(C)(C)C)(=O)OCC(CC(COC(C(C)(C)C)=O)C)C